4-Benzyloxybenzene C(C1=CC=CC=C1)OC1=CC=CC=C1